ClC1=CC(=C(S1)C(=O)N)OCCN(C)C 5-chloro-3-(2-(dimethylamino)ethoxy)thiophene-2-carboxamide